CC([C@@H](C(=O)O)N(C(=O)N1CC2(CN(CO2)C(C=C)=O)CC1)C)C (2S)-3-methyl-2-{methyl[3-(prop-2-enoyl)-1-oxa-3,7-diazaspiro[4.4]nonan-7-yl]carbonylamino}butanoic acid